COC(=O)C=1C=C(C=2N(C1)N=C(C2C)C2=CC=1C(=NC(=CC1)Cl)N2CC2CC2)Cl 2-(6-Chloro-1-(cyclopropylmethyl)-1H-pyrrolo[2,3-b]pyridin-2-yl)-4-chloro-3-methylpyrazolo[1,5-a]pyridine-6-carboxylic acid methyl ester